CN1C=CC2=C1N=CN=C2N[C@H](C(=O)O)CCN(CCCCC2=NC=1NCCCC1C=C2)CCOC=2C(=NC=CC2)C (S)-2-((7-methyl-7H-pyrrolo[2,3-d]pyrimidin-4-yl)amino)-4-((2-((2-methylpyridin-3-yl)oxy)ethyl)(4-(5,6,7,8-tetrahydro-1,8-naphthyridin-2-yl)butyl)amino)butanoic acid